1-(2-Methyl-4-tricyclo-[5.2.1.01,5]decanyl)ethylacetat CC1C23C(C(C1)C(C)OC(C)=O)CC(CC2)C3